FC=1C(=NC(=NC1)NC1=CC=C(C=C1)S(=O)(=O)NCC1CN(C1)C)N1CC(OC[C@@H]1C)(C)C (S)-4-((5-fluoro-4-(2,2,5-trimethylmorpholino)pyrimidin-2-yl)amino)-N-((1-methylazetidin-3-yl)methyl)benzenesulfonamide